5-bromo-2-(3,4-dichlorophenyl)-1-ethyl-6-(hydrazinomethyl)-4-oxo-pyridine-3-carboxylic acid ethyl ester C(C)OC(=O)C1=C(N(C(=C(C1=O)Br)CNN)CC)C1=CC(=C(C=C1)Cl)Cl